ClC=1C(=NN(C1)CC(F)(F)F)NC(=O)[C@H]1N(C[C@@H](C1)F)C(=O)OC(C)(C)C tert-butyl (2S,4R)-2-((4-chloro-1-(2,2,2-trifluoroethyl)-1H-pyrazol-3-yl) carbamoyl)-4-fluoropyrrolidine-1-carboxylate